4-chloro-N-(4-cyanophenyl)-3-(indolin-1-ylsulfonyl)benzamide ClC1=C(C=C(C(=O)NC2=CC=C(C=C2)C#N)C=C1)S(=O)(=O)N1CCC2=CC=CC=C12